C(C)CC(CC(=O)[O-])=O.C(C)CC(CC(=O)[O-])=O.C(CCC)O[Ti+2]OCCCC dibutoxytitanium bis(ethyl acetoacetate)